C(C)(C)(C)OC(=O)N[C@H](CC1=CN(C2=CC=CC=C12)C)C(=O)OCC1OP(OC1)(=O)OCC (2-ethoxy-2-oxido-1,3,2-dioxaphospholan-4-yl)methyl Nα-(tert-butoxycarbonyl)-1-methyl-D-tryptophanate